10-bromo-9-fluoro-7-carbonyl-2,3-dihydro-7H-[1,4]oxazino[2,3,4-ij]quinoline-5-carboxylic acid methyl ester COC(=O)C=1N2C3=C(C(=C(C=C3C(C1)=C=O)F)Br)OCC2